(R)-1'-(6-amino-5-((2-chloro-3-(oxazol-2-yl)phenyl)sulfanyl)-3-(oxetane-3-yl)pyrazin-2-yl)-3H-spiro[benzofuran-2,4'-piperidin]-3-amine NC1=C(N=C(C(=N1)N1CCC2(CC1)OC1=C([C@H]2N)C=CC=C1)C1COC1)SC1=C(C(=CC=C1)C=1OC=CN1)Cl